CN1N=CC=C1C1=CNNC=C1 4-(1-methyl-1H-pyrazol-5-yl)-1,2-dihydropyridazine